(2E)-2-butenal C(\C=C\C)=O